tert-butyl (3R)-1-(2-hydroxy-4-phenylcyclopentyl)piperidin-3-ylcarbamate OC1C(CC(C1)C1=CC=CC=C1)N1C[C@@H](CCC1)NC(OC(C)(C)C)=O